(R)-4-methyl-7-(4-methylpiperazin-1-yl)-3-(1-propionyl-5-(p-tolyl)-4,5-dihydro-1H-pyrazol-3-yl)quinolin-2(1H)-one CC1=C(C(NC2=CC(=CC=C12)N1CCN(CC1)C)=O)C1=NN([C@H](C1)C1=CC=C(C=C1)C)C(CC)=O